NC1=NC=C(C=N1)C#CC=1C=C(C(=O)N[C@H](CO)CCOC(F)(F)F)C=CC1OC(F)F 3-[2-(2-aminopyrimidin-5-yl)ethynyl]-4-(difluoromethoxy)-N-[(2S)-1-hydroxy-4-(trifluoromethoxy)butan-2-yl]benzamide